(R)-5-(tert-butyl)-N-(7-(2-((1-methyl-1H-pyrazol-4-yl)amino)pyrimidin-4-yl)-2,3,4,5-tetrahydro-1H-benzo[d]azepin-1-yl)-1,2,4-oxadiazole-3-carboxamide C(C)(C)(C)C1=NC(=NO1)C(=O)N[C@H]1CNCCC2=C1C=CC(=C2)C2=NC(=NC=C2)NC=2C=NN(C2)C